ClC=1C(=CC(=C(OCCCO)C1)[N+](=O)[O-])OC 3-(5-Chloro-4-methoxy-2-nitrophenoxy)propan-1-ol